chloro-N-(1-chloro-3-phenylpropan-2-yl)isonicotinamide ClC1=C(C(=O)NC(CCl)CC2=CC=CC=C2)C=CN=C1